tert-Butyl 4-(3-(methoxycarbonyl)-4-methylphenoxy)piperidine-1-carboxylate COC(=O)C=1C=C(OC2CCN(CC2)C(=O)OC(C)(C)C)C=CC1C